(R)-2-((R)-8-methoxyisochroman-1-yl)pyrrolidine COC=1C=CC=C2CCO[C@H](C12)[C@@H]1NCCC1